C(C)OC(=O)C1=C(C=2C(=CN=CC2N2C(NC3=C(C2=O)SC(=C3)C3=C(C=C(C(=C3)OC)F)Cl)=O)S1)C 4-[6-(2-chloro-4-fluoro-5-methoxy-phenyl)-2,4-dioxo-1H-thieno[3,2-d]pyrimidin-3-yl]-3-methyl-thieno[2,3-C]pyridine-2-carboxylic acid ethyl ester